4-(4-trifluoromethyl-phenyl)-2-methyl-3-butyne-2-amine FC(C1=CC=C(C=C1)C#CC(C)(N)C)(F)F